C(CCCCCCCCCCC)[Sn](CCCC)(CCCC)CCCCCCCCCCCC di(dodecyl)dibutyl-tin